(2R)-4-(vinylsulfonyl)-1-{[3-fluoro-4-(trifluoromethoxy)phenyl]Methyl}-2-[(prop-2-yn-1-yloxy)methyl]Piperazine C(=C)S(=O)(=O)N1C[C@@H](N(CC1)CC1=CC(=C(C=C1)OC(F)(F)F)F)COCC#C